ClC=1C2=C(C3=C(CN(S(N3)(=O)=O)CC=3C=NC(=CC3)C(F)(F)F)C1)NC=C2Cl 6,7-dichloro-3-[[6-(trifluoromethyl)-3-pyridyl]methyl]-4,9-dihydro-1H-pyrrolo[3,2-h][2,1,3]benzothiadiazine 2,2-dioxide